CC=1C=C(C=CC1[C@@H]1CC[C@H](CC1)CCCCC)B(O)O 3-methyl-4-(trans-4'-pentylcyclohexyl)phenylboronic acid